C1(=CC(=CC=C1)C(C)(C)C1=CC(=C(C=C1C)O)C1CCCCC1)C(C)(C)C1=CC(=C(C=C1C)O)C1CCCCC1 4,4'-(1,3-phenylenebis(propane-2,2-diyl))bis(2-cyclohexyl-5-methylphenol)